N[C@H](C(=O)OCC)CCC1=NC2=C(N1C)C=CC(=C2)N(CCCl)CCCl Ethyl (2S)-2-amino-4-[5-[bis(2-chloroethyl)amino]-1-methyl-benzimidazol-2-yl]butanoate